[Cl-].[Cl-].[Hf+4].[Si+4] Silicon-hafnium dichloride